N1C(=O)NC=2N=C(NC2C1=O)C(=O)O.N1C=C(C2=CC=CC=C12)C1CC(CCC1)NS(=O)(=O)C1=CC=C(C=C1)OCCCN1CCN(CC1)C N-(3-(1H-indol-3-yl)cyclohexyl)-4-(3-(4-methylpiperazin-1-yl)propoxy)benzenesulfonamide xanthineoat